COC(=O)C1=NC(=NC(=C1N)N[C@H](C)C1=C(C=C(C=C1)Cl)Cl)Cl (R)-5-amino-2-chloro-6-((1-(2,4-dichlorophenyl)ethyl)amino)pyrimidine-4-carboxylic acid methyl ester